N-(4'-((2-(1,1-difluoroethyl)-6-ethylpyrimidin-4-yl)amino)-5-((dimethylamino)methyl)-[2,3'-bipyridyl]-6'-yl)acetamide FC(C)(F)C1=NC(=CC(=N1)NC1=C(C=NC(=C1)NC(C)=O)C1=NC=C(C=C1)CN(C)C)CC